ClC=1C=CC2=C(N(CC(O2)C(=O)NC23CC(C2)(C3)NC(COC3=CC(=C(C=C3)Cl)F)=O)C(COCCOC)=O)C1 6-chloro-N-{3-[2-(4-chloro-3-fluorophenoxy)acetamido]bicyclo[1.1.1]pent-1-yl}-4-[(2-methoxyethoxy)acetyl]-3,4-dihydro-2H-1,4-benzoxazine-2-carboxamide